O=C1N(C2(CNC2)C(N(C1)C1=CC=C(C#N)C=C1)=O)CC1=CC=C(C=C1)C(F)(F)F 4-(6,9-dioxo-5-(4-(trifluoromethyl)benzyl)-2,5,8-triazaspiro[3.5]non-8-yl)benzonitrile